P(OCC1CCCO1)(OCC1CCCO1)OCC1CCCO1 tri(tetrahydrofurfuryl) phosphite